CC1=NC2=C(N1C=1SC=C(C1)N1CCOCC1)C=CC=C2 2-(2-methyl-1H-benzoimidazol-1-yl)-4-morpholinylthiophen